2-di-t-butylphosphino-3,6-dimethoxy-2',4',6'-triisopropyl-1,1'-biphenyl C(C)(C)(C)P(C1=C(C(=CC=C1OC)OC)C1=C(C=C(C=C1C(C)C)C(C)C)C(C)C)C(C)(C)C